5-(3-benzylpyrrolidin-3-yl)-6-ethyl-1-((2-(trimethylsilyl)ethoxy)methyl)-1H-indazole C(C1=CC=CC=C1)C1(CNCC1)C=1C=C2C=NN(C2=CC1CC)COCC[Si](C)(C)C